C(#N)C1=NC(=CC(=N1)O[C@@H]1C[C@H](N(CC1)C(=O)OC(C)(C)C)CC#N)O[C@@H](C)[C@H]1N(C[C@@H](C1)F)C tert-Butyl (2R,4S)-4-({2-cyano-6-[(1S)-1-[(2S,4R)-4-fluoro-1-methylpyrrolidin-2-yl]eth-oxy]pyrimidin-4-yl}oxy)-2-(cyanomethyl)piperidine-1-carboxylate